C(#N)C1=CC(=C(COC2=CC=CC(=N2)C2CCN(CC2)[C@@H]2C=3N([C@H](COC2)C)C2=C(N3)C=CC(=C2)C(=O)OC)C=C1)F Methyl (1s,5r)-5-(4-(6-((4-cyano-2-fluorobenzyl) oxy) pyridin-2-yl) piperidin-1-yl)-1-methyl-1,2,4,5-tetrahydrobenzo[4,5]imidazo[1,2-d][1,4]oxazepin-9-carboxylate